2-chloro-4-[(trifluoromethyl)sulfanyl]aniline ClC1=C(N)C=CC(=C1)SC(F)(F)F